CC1(O[C@H]2[C@@H](O1)[C@@H](C[C@@H]2OC2=C(C(=O)N)C=C(C=C2)F)N2C=CC1=C2N=CN=C1C)C (((3aR,4S,6R,6aS)-2,2-dimethyl-6-(4-methyl-7H-pyrrolo[2,3-d]pyrimidin-7-yl)tetrahydro-4H-cyclopenta[d][1,3]dioxol-4-yl)oxy)-5-fluorobenzamide